3-(triethoxysilyl)-1,1-propanediamine C(C)O[Si](CCC(N)N)(OCC)OCC